C(C1=CC=CC=C1)OC(=O)[C@H]1NC[C@@H](C1)COC.FC=1C=C(C=CC1C)N1N=C2N=CN=C(C2=C1)N1CC(CC1)C(=O)NCC1=CC=C(C=C1)SC 1-(2-(3-fluoro-4-methylphenyl)-2H-pyrazolo[3,4-d]pyrimidin-4-yl)-N-(4-(methylthio)benzyl)pyrrolidine-3-carboxamide benzyl-(2S,4R)-4-(methoxymethyl)pyrrolidine-2-carboxylate